COC(=O)C=1C(=NC2=CC(=CC=C2C1)C(F)(F)C1CC1)OC 7-(cyclopropyldifluoromethyl)-2-methoxyquinoline-3-carboxylic acid methyl ester